3-(1-methyl-1H-pyrazol-4-yl)-3-oxopropanoic acid ethyl ester C(C)OC(CC(=O)C=1C=NN(C1)C)=O